N[Li] Aminolithium